3-(5-amino-8-bromo-2-(pyridin-2-ylmethyl)-[1,2,4]triazolo[1,5-c]pyrimidin-7-yl)-2-fluorobenzonitrile NC1=NC(=C(C=2N1N=C(N2)CC2=NC=CC=C2)Br)C=2C(=C(C#N)C=CC2)F